ClC1=C(C[C@H]2NC(=NOC2)C=2C(N(N=CC2OC2=CC(=CC=C2)C(F)(F)F)C)=O)C=CC(=C1)C |r| 4-[(5RS)-5-(2-chloro-4-methylbenzyl)-5,6-dihydro-4H-1,2,4-oxadiazin-3-yl]-2-methyl-5-[3-(trifluoromethyl)phenoxy]pyridazin-3(2H)-one